O1CCC(CC1)CN1N=CC2=CC(=CC=C12)N 1-(tetrahydropyran-4-ylmethyl)indazol-5-amine